(R) or (S)-N'-((8-cyano-1,2,3,5,6,7-hexahydro-s-indacen-4-yl)carbamoyl)-5-(2-hydroxypropan-2-yl)pyridine-3-sulfonimidamide C(#N)C=1C=2CCCC2C(=C2CCCC12)NC(=O)N=[S@](=O)(N)C=1C=NC=C(C1)C(C)(C)O |o1:18|